C(C)SC(C[C@@H]1N(COC1=O)C(=O)OCC1=CC=CC=C1)=O benzyl (S)-4-(2-(ethylthio)-2-oxoethyl)-5-oxooxazolidine-3-carboxylate